Fmoc-L-3-(3-methylpyridyl)-alanine C(=O)(OCC1C2=CC=CC=C2C2=CC=CC=C12)N[C@@H](CC1=NC=CC=C1C)C(=O)O